CC1(OB(OC1(C)C)C=1C=C2CCC(NC2=CC1)=O)C 6-(4,4,5,5-tetramethyl-1,3,2-dioxaborolan-2-yl)-3,4-dihydro-1H-quinolin-2-one